5-(1-fluoro-7-{[3-fluoro-1-(methanesulfonyl)pyrrolidin-3-yl]methoxy}-3-hydroxynaphthalen-2-yl)-1λ6,2,5-thiadiazolidine-1,1,3-trione FC1=C(C(=CC2=CC=C(C=C12)OCC1(CN(CC1)S(=O)(=O)C)F)O)N1CC(NS1(=O)=O)=O